[Co+3].COC1=CC=NC=C1 [4-(methoxy)pyridine] cobalt (III)